C(C)(=O)ON1C(C2=CC=C(C=C2C1=O)N)=O 5-amino-1,3-dioxoisoindolin-2-yl acetate